N-(5-(azetidine-3-carboxamido)-2-methylpyridin-3-yl)-6-(1-methyl-1H-pyrazol-4-yl)pyrazolo[1,5-a]pyrazine-3-carboxamide N1CC(C1)C(=O)NC=1C=C(C(=NC1)C)NC(=O)C=1C=NN2C1C=NC(=C2)C=2C=NN(C2)C